1-Amino-3,6,9,12-tetraoxapentadecan-15-oic acid NCCOCCOCCOCCOCCC(=O)O